2-chloro-5-bromo-N-[2-({(1R)-3-methyl-1-[4-oxo-5-phenyl-1,3,2-dioxaborolan-2-yl]Butyl}amino)-2-oxoethyl]Benzamide ClC1=C(C(=O)NCC(=O)N[C@@H](CC(C)C)B2OC(C(O2)=O)C2=CC=CC=C2)C=C(C=C1)Br